(R)-2-fluoro-4-(1-(4-methoxyphenyl)-3-((piperidin-3-ylmethyl)amino)-1H-pyrazol-5-yl)benzonitrile FC1=C(C#N)C=CC(=C1)C1=CC(=NN1C1=CC=C(C=C1)OC)NC[C@H]1CNCCC1